N[C@@H]1CN(CC[C@H]1F)C1=NC2=C(N1CC1=NC=C(C#N)C=C1)C(=CC(=C2)F)OC 6-((2-((3R,4R)-3-Amino-4-fluoropiperidin-1-yl)-5-fluoro-7-methoxy-1H-benzo[d]imidazol-1-yl)methyl)nicotinonitril